O=C1C=2C=C(NC2CCC1)C1=C(C=NC=C1)OC[C@@H]1N(CC1)C(=O)OC(C)(C)C tert-butyl (2R)-2-({[4-(4-oxo-1,5,6,7-tetrahydroindol-2-yl)pyridin-3-yl] oxy} methyl)azetidine-1-carboxylate